N1=CC=CC2=CC=CC(=C12)N=NC1=C(C=CC=C1)O 4-(quinolin-8-yldiazenyl)benzene-3-ol